2-amino-6-borono-2-(2-(4-(2-methoxyphenyl)piperazin-1-yl)ethyl)hexanoic acid NC(C(=O)O)(CCCCB(O)O)CCN1CCN(CC1)C1=C(C=CC=C1)OC